2-(3-acetyl-5-bromo-1H-indazol-1-yl)-N-(2-((3-chloro-2-fluorophenylmethyl)amino)-2-oxoethyl)-N-isopropylacetamide C(C)(=O)C1=NN(C2=CC=C(C=C12)Br)CC(=O)N(C(C)C)CC(=O)NCC1=C(C(=CC=C1)Cl)F